ClC1=CC=2C(=C(N=NC2Cl)C)N=C1 3,5-dichloro-8-methylpyrido[2,3-d]pyridazine